oximinobenzoic acid methyl ester COC(C1C(C=CC=C1)=NO)=O